(3R,4S)-3-cyclopropyl-1-[6-(2-methoxypyridin-4-yl)pyrazolo[1,5-a]pyrazin-4-yl]-4-methyl-2-oxopyrrolidine-3-carbonitrile C1(CC1)[C@]1(C(N(C[C@H]1C)C=1C=2N(C=C(N1)C1=CC(=NC=C1)OC)N=CC2)=O)C#N